ClC1=NC=C(C(=C1)N1C[C@H](CCC1)NC(OC(C)(C)C)=O)C=1C=NN(C1)CCOC tert-butyl (S)-(1-(2-chloro-5-(1-(2-methoxyethyl)-1H-pyrazol-4-yl)pyridin-4-yl)piperidin-3-yl)carbamate